3-((4-(((2s,4r)-2-methyl-1-propionyl-1,2,3,4-tetrahydroquinolin-4-yl)amino)phenyl)carbamoyl)azetidine-1-carboxylic acid tert-butyl ester C(C)(C)(C)OC(=O)N1CC(C1)C(NC1=CC=C(C=C1)N[C@@H]1C[C@@H](N(C2=CC=CC=C12)C(CC)=O)C)=O